(1S,3S)-3-(4-(5-chloro-3-(hydroxymethyl)thiophen-2-yl)-2-fluorophenoxy)cyclohexane-1-carboxylate ClC1=CC(=C(S1)C1=CC(=C(O[C@@H]2C[C@H](CCC2)C(=O)[O-])C=C1)F)CO